BrC1=NO[C@@H](C1)[C@H]1CN(CC1)CC1=CC=C(C=C1)C(F)(F)F (5S)-3-bromo-5-[(3R)-1-[[4-(trifluoromethyl)phenyl]methyl]pyrrolidin-3-yl]-4,5-dihydroisoxazole